3-(2-fluorophenyl)-2-pyridineboronic acid FC1=C(C=CC=C1)C=1C(=NC=CC1)B(O)O